NC=1C=C(C=CC1)C1=CN(C(C2=CC=CC=C12)=O)C 4-(3-aminophenyl)-2-methylisoquinolin-1-one